C(C1=CC=CC=C1)N1[C@H](C(N[C@H](CN([C@H](C1)CC)CC1=CC=CC=C1)CC)=O)CC (3S,6S,9S)-4,7-dibenzyl-3,6,9-triethyl-1,4,7-triazacyclononan-2-one